NC1=C(C=C(C=C1)C1=CN(C=2N=CN=C(C21)N)C2CC2)F 5-(4-amino-3-fluorophenyl)-7-cyclopropyl-7H-pyrrolo[2,3-D]pyrimidin-4-amine